CN(CC(CC)(O)C)C 1-(dimethylamino)-2-methyl-2-butanol